3-Isothiocyanatopentane N(=C=S)C(CC)CC